[4-[bis(biphenyl-4-yl)amino]phenyl]boronic acid C1(=CC=C(C=C1)N(C1=CC=C(C=C1)B(O)O)C1=CC=C(C=C1)C1=CC=CC=C1)C1=CC=CC=C1